2'-chloro-5'-methoxy-6-methyl-N-(5-{[(3R)-oxan-3-yl]carbamoyl}-1,3,4-thiadiazol-2-yl)-[4,4'-bipyridine]-3-carboxamide ClC1=NC=C(C(=C1)C1=C(C=NC(=C1)C)C(=O)NC=1SC(=NN1)C(N[C@H]1COCCC1)=O)OC